4-methyl-2-n-propyl-6-(1'-methylbenzimidazol-2-yl)benzimidazole CC1=CC(=CC=2N=C(NC21)CCC)C2=NC1=C(N2C)C=CC=C1